C[C@H]1[C@H]([C@H]([C@@H]([C@@H](O1)O[C@@H]2[C@H]([C@H]([C@H](O[C@H]2O[C@@H]3[C@H](OC([C@@H]([C@H]3O)NC(=O)C)O)COS(=O)(=O)O)CO)O)O)O)O)O The molecule is an amino trisaccharide in which an alpha-L-fucosyl-(1->2)-D-galactosyl unit is linked (1->4) to a 6-sulfated N-acetyl-D-glucosamine residue. It has a role as an epitope. It is an amino trisaccharide and an oligosaccharide sulfate.